CC=1C=C(C(=O)OCC)C(=CC1O)C ethyl 3,6-dimethyl-4-hydroxybenzoate